N-(5-chloro-6-(2H-1,2,3-triazol-2-yl)pyridin-3-yl)-2,3-difluoro-8-methyl-8-(1-methyl-1H-pyrazol-4-yl)-7,8-dihydro-6H-cyclopenta[e]pyrazolo[1,5-a]pyrimidine-6-carboxamide ClC=1C=C(C=NC1N1N=CC=N1)NC(=O)C1CC(C2=C1C=NC=1N2N=C(C1F)F)(C=1C=NN(C1)C)C